FC=1C=C(CC2(CCC2)CN)C=C(C1)F (1-(3,5-difluorobenzyl)cyclobutyl)methanamine